3-AMINO-4-HYDROXYBENZALDEHYDE NC=1C=C(C=O)C=CC1O